(1S,3R)-3-acetylamino-N-(5-chloro-4-(1,1-dimethyl-2,3-dihydro-1H-pyrrolo[1,2-b]indazol-8-yl)pyridin-2-yl)cyclohexane-1-carboxamide C(C)(=O)N[C@H]1C[C@H](CCC1)C(=O)NC1=NC=C(C(=C1)C1=CC2=C3N(N=C2C=C1)CCC3(C)C)Cl